N-(7-methoxy-6-(4-methoxyphenyl)-2,3-diphenylpyrazolo[1,5-a]pyrimidin-5-yl)-1,3,4-thiadiazol-2-amine COC1=C(C(=NC=2N1N=C(C2C2=CC=CC=C2)C2=CC=CC=C2)NC=2SC=NN2)C2=CC=C(C=C2)OC